(3-aminopropyl)(4-methoxybenzyl)carbamic acid tert-butyl ester C(C)(C)(C)OC(N(CC1=CC=C(C=C1)OC)CCCN)=O